FN1C(=NC2=CC(=CC=C2C1=O)NCCN1CCOCC1)CSC1CCOCC1 fluoro-7-((2-morpholinoethyl)amino)-2-(((tetrahydro-2H-pyran-4-yl)thio)methyl)quinazolin-4(3H)-one